C(CCCCCCCCCCCCCCCCCCCCCCCCCCCCCCCCC)(=O)OCCCCCCCCCCCC lauryl tetratriacontanoate